cyclopropyl N-[(1S)-1-cycloheptyl-2-[4-(3,5-dimethyl-1H-pyrazol-4-yl)anilino]-2-oxo-ethyl]carbamate C1(CCCCCC1)[C@@H](C(=O)NC1=CC=C(C=C1)C=1C(=NNC1C)C)NC(OC1CC1)=O